COS(=O)(=O)[O-].C[N+](C(C(CCCC)CC)CC)(C(C(CCCC)CC)CC)C(C(CCCC)CC)CC methyltris-[ethyl-2-ethylhexyl]-ammonium methyl-sulfate